ClC=1C(N(C(=CC1OC([2H])([2H])C1=NC=C(C=C1F)Cl)C)C1=CC(=NC=C1C)N1C(C(=CC=C1)C(C)(C)O)=O)=O rel-3-chloro-4-[(5-chloro-3-fluoropyridin-2-yl)(2H2)methoxy]-2'-[3-(2-hydroxypropan-2-yl)-2-oxopyridin-1-yl]-5',6-dimethyl-[1,4'-bipyridin]-2-one